N[C@@H](C(=O)N[C@@H](C(=O)OCC1=CC=C(C=C1)OCC1=CC=C(C=C1)C)CCCCNC(=O)OC(C)(C)C)CC(C)C {4-[(4-methylphenyl)methoxy]phenyl}methyl (2R)-2-[(2R)-2-amino-4-methylpentanoylamino]-6-[(tert-butoxycarbonyl)amino]hexanoate